N-[3-[4-[4-[4-[(2,6-dioxo-3-piperidyl)amino]phenyl]-1-piperidyl]butanoylamino]propyl]-5-[rac-(2R)-2-(2,5-difluorophenyl)pyrrolidin-1-yl]pyrazolo[1,5-a]pyrimidine-3-carboxamide O=C1NC(CCC1NC1=CC=C(C=C1)C1CCN(CC1)CCCC(=O)NCCCNC(=O)C=1C=NN2C1N=C(C=C2)N2[C@H](CCC2)C2=C(C=CC(=C2)F)F)=O |r|